(S)-1-(1-(2-(benzo[d][1,3]dioxol-5-ylamino)-5-methyl-pyrimidin-4-yl)-1H-pyrazol-4-yl)-3-(1-(3-chloro-phenyl)-2-hydroxy-ethyl)urea O1COC2=C1C=CC(=C2)NC2=NC=C(C(=N2)N2N=CC(=C2)NC(=O)N[C@H](CO)C2=CC(=CC=C2)Cl)C